(4-aminophenyl)(4-(tert-butyl)piperazin-1-yl)methanone NC1=CC=C(C=C1)C(=O)N1CCN(CC1)C(C)(C)C